4,5-dihydroxyl-1H-imidazole OC=1N=CNC1O